(2-BROMO-4-CHLOROPHENYL)HYDRAZINE HYDROCHLORIDE Cl.BrC1=C(C=CC(=C1)Cl)NN